4-(((1r,5s,6s)-3-azabicyclo[3.1.0]hex-6-yl)amino)-N-(1-(3-(difluoromethyl)-2-fluorophenyl)-2,2-difluoroethyl)-1-(1-(difluoromethyl)cyclopropyl)-6-oxo-1,6-dihydropyridine-3-carboxamide [C@@H]12CNC[C@H]2C1NC=1C(=CN(C(C1)=O)C1(CC1)C(F)F)C(=O)NC(C(F)F)C1=C(C(=CC=C1)C(F)F)F